4-[4-[(R)-[5-[(4-tert-butoxycarbonylpiperazin-1-yl)methyl]-2-(4-chlorophenyl)phenyl]-hydroxy-methyl]-1-piperidyl]-2-(1H-pyrrolo[2,3-b]pyridin-5-yloxy)benzoic acid C(C)(C)(C)OC(=O)N1CCN(CC1)CC=1C=CC(=C(C1)[C@@H](C1CCN(CC1)C1=CC(=C(C(=O)O)C=C1)OC=1C=C2C(=NC1)NC=C2)O)C2=CC=C(C=C2)Cl